CC1=CC(=C(C=C1)C#CC1=CC=C(C(=O)O)C=C1)NS(=O)(=O)C1=CC2=CC=CC=C2C=C1 4-{2-[4-methyl-2-(naphthalene-2-sulfonamido)phenyl]ethynyl}benzoic acid